B(O)(O)O.FC(=C(F)F)[K] trifluoro(vinyl)-potassium borate